methyl ((6-cyanopyridin-3-yl)methyl)glycinate C(#N)C1=CC=C(C=N1)CNCC(=O)OC